ClC1=NC(=NC=C1NC(=O)NC=1C=NC(=CC1)OC1=CC=C(C2=C1C1(CC1)CO2)C)C 1-(4-chloro-2-methyl-pyrimidin-5-yl)-3-[6-(7-methylspiro[2H-benzofuran-3,1'-cyclopropane]-4-yl)oxy-3-pyridyl]urea